2-[2-[5-(2,6-dibenzyloxy-3-pyridyl)-2-pyridyl]-2-azaspiro[3.3]heptan-6-yl]acetic acid C(C1=CC=CC=C1)OC1=NC(=CC=C1C=1C=CC(=NC1)N1CC2(C1)CC(C2)CC(=O)O)OCC2=CC=CC=C2